O=CCCOC1=C(C=CC=C1)NC(C)=O N-[2-(3-OXOPROPOXY)PHENYL]ACETAMIDE